methyl (S)-3-(3-thioxohexahydroimidazo[1,5-a]pyrazin-2(3H)-yl)bicyclo[1.1.1]pentane-1-carboxylate S=C1N(C[C@H]2N1CCNC2)C21CC(C2)(C1)C(=O)OC